BrC=1C=C(C=CC1NCC1=CC=C(C=C1)C(F)(F)F)S(=O)(=O)NCC(=O)N 2-[[3-Bromo-4-[[4-(trifluoromethyl)phenyl]methylamino]phenyl]sulfonylamino]acetamide